1-[8-(2-chlorophenyl)-9-(4-chlorophenyl)-2-[[(1S)-2-hydroxy-1-methyl-ethyl]-methyl-amino]purin-6-yl]-4-methyl-piperidine-4-carboxamide ClC1=C(C=CC=C1)C=1N(C2=NC(=NC(=C2N1)N1CCC(CC1)(C(=O)N)C)N(C)[C@H](CO)C)C1=CC=C(C=C1)Cl